N-[3-[2,5-bis(difluoromethoxy)phenyl]-1-[[2-[1-[2-(dimethylamino)ethyl]azetidin-3-yl]tetrazol-5-yl]methyl]pyrazol-4-yl]pyrazolo[1,5-a]pyrimidine-3-carboxamide FC(OC1=C(C=C(C=C1)OC(F)F)C1=NN(C=C1NC(=O)C=1C=NN2C1N=CC=C2)CC=2N=NN(N2)C2CN(C2)CCN(C)C)F